ClC1=CC=C2C=NC=NC2=C1N 7-chloroquinazolin-8-amine